9-[benzyl-(2-thiophen-2-yl-acetyl)-amino]-3-(4-fluoro-benzoyl)-1,1-dimethyl-1,2,3,6-tetrahydro-azepino[4,5-b]indole-5-carboxylic acid ethyl ester C(C)OC(=O)C1=CN(CC(C2=C1NC=1C=CC(=CC21)N(C(CC=2SC=CC2)=O)CC2=CC=CC=C2)(C)C)C(C2=CC=C(C=C2)F)=O